C(C)SCCN1C(=NC=C1[N+](=O)[O-])C (2-(ethylsulfanyl)ethyl)-2-methyl-5-nitro-1H-imidazole